ClC=1C=C2C(=NC=NC2=CC1)N(CC)CC 6-chloro-4-(diethylamino)quinazolin